F[C@@H]1[C@@H](C1)C(=O)NC1=CC=C2C(=N1)N(N=C2C=2C(=NC=C(C2)F)OC)COCC[Si](C)(C)C (1S,2S)-2-fluoro-N-[3-(5-fluoro-2-methoxypyridin-3-yl)-1-[[2-(trimethylsilyl)ethoxy]methyl]pyrazolo[3,4-b]pyridin-6-yl]cyclopropane-1-carboxamide